phenylcyclononane-8-one C1(=CC=CC=C1)C1CCCCCCC(C1)=O